C1(CCCCC1)N1C(=NC2=C1C=CC=C2)CC(=O)N[C@]21[C@@H](CC[C@H](C2(C)C)C1)C 2-(1-Cyclohexyl-1H-benzo[d]imidazole-2-yl)-N-((1R,2R,3R,5S)-2,6,6-trimethylbicyclo[3.1.1]heptan-yl)acetamide